BrC=1C(=C(C(=NC1)O)C)C 5-bromo-3,4-dimethylpyridin-2-ol